methyl-pyridin-2-yl-carbamate COC(NC1=NC=CC=C1)=O